CC1=CC(CC(C1)CCCC)=O 3-methyl-5-butyl-2-cyclohexenone